8-(4-chloro-2-fluoro-phenyl)-6-[(2S)-2-(1-cyclopropylpyrazol-4-yl)morpholin-4-yl]-3-methyl-pyrido[3,4-d]pyrimidin-4-one ClC1=CC(=C(C=C1)C1=NC(=CC2=C1N=CN(C2=O)C)N2C[C@@H](OCC2)C=2C=NN(C2)C2CC2)F